FC(\C=N\CC(=O)OC(C)(C)C)F tert-butyl (E)-2-((2,2-difluoroethylidene)amino)acetate